C(C)(C)(C)S(=O)(=O)C1CCC2=CC=C(C=C12)N 6-Aminoindan-1-yl (tert-butyl) sulfone